(1S,4S)-4-((7-morpholino-1,6-naphthyridin-5-yl)oxy)-N-(pyridin-4-yl)cyclohexane-1-carboxamide O1CCN(CC1)C1=NC(=C2C=CC=NC2=C1)OC1CCC(CC1)C(=O)NC1=CC=NC=C1